lithium ethylene mono-carbonate C1(OCCO1)=O.[Li]